CN1N=C(C2=CC=C(C=C12)N1C([C@@H]([C@H](CC1)NC)C)=O)N1C(CCCC1=O)=O (1-methyl-6-((3R,4S)-3-methyl-4-(methylamino)-2-oxopiperidin-1-yl)-1H-indazol-3-yl)piperidine-2,6-dione